NC1=C(C=C(C=C1)N1CCN(CC1)C1C2CC3(CC(CC1C3)C2)NC(OCC2C3=CC=CC=C3C=3C=CC=CC23)=O)OC (9H-fluoren-9-yl)methyl (4-(4-(4-amino-3-methoxyphenyl)piperazin-1-yl)adamantan-1-yl)carbamate